CC1=C(C(=CC(=C1)OCC(F)(F)F)C)C=1C=C2CCN[C@@H](C2=CC1)CNC1=C(C(=O)O)C=CN=C1 (S)-3-(((6-(2,6-dimethyl-4-(2,2,2-trifluoroethoxy)phenyl)-1,2,3,4-tetrahydroisoquinolin-1-yl)methyl)amino)isonicotinic acid